(1-oxo-3-phenylpropyl)-L-asparagine O=C(CCC1=CC=CC=C1)N[C@@H](CC(N)=O)C(=O)O